OC1=CN=C(C2=CC(=CC=C12)OC1=CC=CC=C1)C 4-hydroxy-1-methyl-7-phenoxy-isoquinoline